C1(CC1)S(=O)(=N)C1=CC=C(C=C1)NC1=NC=C(C(=N1)C1=CNC2=CC=CC=C12)C N-[4-(Cyclopropyl-sulfonimidoyl)-phenyl]-4-(1H-indol-3-yl)-5-methyl-pyrimidin-2-amine